5-Bromo-6-cyclobutoxy-2-(1-methyl-2-oxabicyclo[2.1.1]hexan-4-yl)-2H-indazole BrC1=CC2=CN(N=C2C=C1OC1CCC1)C12COC(C1)(C2)C